C1(=CC=CC=C1)N1NC(=CC1C=1SC=C(C1)C)C1=CC=C(C=C1)OC 1-phenyl-3-(4-methoxyphenyl)-5-(4-methylthiophenyl)-pyrazoline